(S)-3,3-dimethyl-N'-(((R)-2-methyl-2,4,5,6-tetrahydro-1H-cyclobuta[f]inden-3-yl)carbamoyl)-2,3-dihydropyrazolo[5,1-b]oxazole-7-sulfonimidamide CC1(N2C(OC1)=C(C=N2)[S@](=O)(N)=NC(NC2=C1C(=CC=3CCCC23)C[C@H]1C)=O)C